NCC1=NNC(C2=CC=C(C=C12)C1=CN=NC=C1)=O 4-(aminomethyl)-6-(pyridazin-4-yl)phthalazin-1(2H)-one